7-(4-(hydroxymethyl)benzyl)-5-methoxy-3-methylpyrido[3,4-d]pyridazin-4(3H)-one OCC1=CC=C(CC2=CC3=C(C(N(N=C3)C)=O)C(=N2)OC)C=C1